COC=1C=C(C=CC1OCCCN1CCCCC1)NC1=NC=CC(=N1)NC=1C=NC2=CC=C(C=C2C1)OC(F)(F)F 2-[3-methoxy-4-(3-piperidinopropoxy)phenylamino]-4-(6-trifluoromethoxy-3-quinolylamino)pyrimidine